(4-chloro-2-(2-chlorophenyl)phenyl)acetamide ClC1=CC(=C(C=C1)CC(=O)N)C1=C(C=CC=C1)Cl